C(C)C1=C(C(=CC(=C1)CC)CC)S(=O)[O-] 2,4,6-triethylbenzenesulfinate